(6R)-9-fluoro-13-oxa-2,17,20,21,24-pentaazapentacyclo[16.5.2.02,6.07,12.021,25]pentacosane-1(24),7,9,11,18(25),19,22-heptaene-16-one FC=1C=C2[C@H]3CCCN3C=3C=CN4N=CC(NC(CCOC2=CC1)=O)=C4N3